1-[1-(4-ethoxyphenyl)-2,2-difluorocyclopropyl]-ethyl (2S)-2-[(3-hydroxy-4-methoxy-pyridine-2-carbonyl)amino]propanoate OC=1C(=NC=CC1OC)C(=O)N[C@H](C(=O)OC(C)C1(C(C1)(F)F)C1=CC=C(C=C1)OCC)C